L-aspartyl-L-phenylalanine methyl ester COC([C@@H](NC([C@@H](N)CC(=O)O)=O)CC1=CC=CC=C1)=O